CC(CO)=CC=C 2-Methyl-2,4-pentadien-1-ol